[Cl-].C(C1=CC=CC=C1)(=O)NCCCCCC1=CC2=C(N=C(O2)NC[C@@H]2C[NH2+]CC2)C=C1 (R)-3-(((6-(5-benzamidopentyl)benzo[d]oxazol-2-yl)amino)methyl)pyrrolidin-1-ium chloride